3-[4-[3-(4-pyridyl)-5-(trifluoromethyl)-1H-pyrazol-4-yl]phenyl]benzenesulfonamide N1=CC=C(C=C1)C1=NNC(=C1C1=CC=C(C=C1)C=1C=C(C=CC1)S(=O)(=O)N)C(F)(F)F